3-(5-((2-(ethyl(((1s,3s)-3-methoxycyclobutyl)methyl)amino)cyclopentyl)oxy)-1-oxoisoindolin-2-yl)piperidine-2,6-dione C(C)N(C1C(CCC1)OC=1C=C2CN(C(C2=CC1)=O)C1C(NC(CC1)=O)=O)CC1CC(C1)OC